(2S,4R)-1-(tert-butoxycarbonyl)-4-acetamidopyrrolidine-2-carboxylic acid C(C)(C)(C)OC(=O)N1[C@@H](C[C@H](C1)NC(C)=O)C(=O)O